C(C)N1C=NC(=C1C1=CC=C(C=C1)OC)C1=CC=C(C=C1)OC N1-ethyl-4,5-bis(4'-methoxyphenyl)imidazole